(R)-4-(3-aminopiperidin-1-yl)-5,7-dihydro-6H-pyrrolo[3,4-d]pyrimidine-6-carboxylic acid tert-butyl ester C(C)(C)(C)OC(=O)N1CC=2N=CN=C(C2C1)N1C[C@@H](CCC1)N